FC=1C=C(C=CC1C(NCCCCCCC(=O)NO)=O)NC1=NC=C(C(=N1)NC1=C(C=CC=C1)N(S(=O)(=O)C)C)C(=O)OC(C)C Isopropyl 2-((3-fluoro-4-((7-(hydroxyamino)-7-oxoheptyl)carbamoyl)phenyl)amino)-4-((2-(N-methylmethylsulfonamido)phenyl)amino)pyrimidine-5-carboxylate